(S)-4-((4-fluorophenyl)ethynyl)-N-((tetrahydrofuran-3-yl)methyl)benzamide methyl-6-bromoquinoline-8-carboxylate COC(=O)C=1C=C(C=C2C=CC=NC12)Br.FC1=CC=C(C=C1)C#CC1=CC=C(C(=O)NC[C@H]2COCC2)C=C1